O=C[C@@H](O)[C@@H](O)[C@@H](O)[C@H](O)C(=O)O D-taluronic acid